(2S,4r)-1-[(2S)-2-(4-cyclopropyl-triazol-1-yl)-3,3-dimethyl-butyryl]-4-hydroxy-N-[(2r,3S)-1-methyl-5-oxo-2-(1,3,5-trimethylpyrazol-4-yl)pyrrolidin-3-yl]pyrrolidine-2-carboxamide C1(CC1)C=1N=NN(C1)[C@H](C(=O)N1[C@@H](C[C@H](C1)O)C(=O)N[C@@H]1[C@H](N(C(C1)=O)C)C=1C(=NN(C1C)C)C)C(C)(C)C